ClC1=C(C(=CC(=C1)C#N)C(NC(C)C1CC1)=O)NC(=O)C=1N(N=C(C1)Br)C1=NC=CC=C1Cl 5-Bromo-2-(3-chloro-pyridin-2-yl)-2H-pyrazole-3-carboxylic acid [2-chloro-4-cyano-6-(1-cyclopropyl-ethylcarbamoyl)-phenyl]-amide